5-(2-bromoethoxy)-1-[(cis)-3-[(tert-butyldimethylsilyl)oxy]-3-methylcyclobutyl]-1H-pyrrolo[2,3-b]pyridine BrCCOC=1C=C2C(=NC1)N(C=C2)C2CC(C2)(C)O[Si](C)(C)C(C)(C)C